(+/-)-5-[4-(2,6-difluoro-4-{[5-(hydroxymethyl)-5-methyl-5,6-dihydro-4H-1,3-oxazin-2-yl]amino}phenoxy)-1H-pyrrolo[2,3-b]pyridin-3-yl]-2-methoxynicotinonitrile FC1=C(OC2=C3C(=NC=C2)NC=C3C=3C=NC(=C(C#N)C3)OC)C(=CC(=C1)NC=1OC[C@@](CN1)(C)CO)F |r|